BrC1=C2C=NN(C2=CC2=C1C(CC2)=O)C2OCCCC2 4-bromo-1-(tetrahydro-2H-pyran-2-yl)-6,7-dihydrocyclopenta[f]indazol-5(1H)-one